N-((3aR,5s,6aS)-2-((tetrahydro-2H-pyran-4-yl)methyl-d2)octahydrocyclopenta[c]pyrrol-5-yl)-4-(4-(trifluoromethyl)pyridin-3-yl)thieno[2,3-d]pyridazin-7-amine O1CCC(CC1)C(N1C[C@@H]2[C@H](C1)CC(C2)NC=2N=NC(=C1C2SC=C1)C=1C=NC=CC1C(F)(F)F)([2H])[2H]